O=C1N(CC2=CC(=CC=C12)C(=O)N1CC2(C1)CC(C2)C2=CC=C(C=C2)C(F)(F)F)C2C(NC(CC2)=O)=O 3-(1-oxo-5-(6-(4-(trifluoromethyl)phenyl)-2-azaspiro[3.3]heptane-2-carbonyl)isoindolin-2-yl)piperidine-2,6-dione